NC1=NN(C=C1Br)C1(CC(C1)OCC1=CC=CC=C1)CC#N 2-(1-(3-amino-4-bromo-1H-pyrazol-1-yl)-3-(benzyloxy)cyclobutyl)acetonitrile